COS(=O)(=O)[O-].OC1=CC=C(C=C1)[S+](C)C 4-hydroxyphenyl-(dimethyl)sulfonium methyl-sulphate